3-(3-butylureido)propyltriethoxysilane C(CCC)NC(NCCC[Si](OCC)(OCC)OCC)=O